NCC(CN1N=CN(C1=O)C1=CC(=NC=C1)C1=CC2=C(OCO2)C=C1)=C(F)F 2-[2-(aminomethyl)-3,3-difluoro-allyl]-4-[2-(1,3-benzodioxol-5-yl)-4-pyridinyl]-1,2,4-triazol-3-one